(E)-phenyl 3-(3,4-dihydroxyphenyl)acrylate OC=1C=C(C=CC1O)/C=C/C(=O)OC1=CC=CC=C1